3,5-dihydroxy-2,4,6-trinitrofluorobenzene OC=1C(=C(C(=C(C1[N+](=O)[O-])O)[N+](=O)[O-])F)[N+](=O)[O-]